C(C)(C)(C)OC(=O)N[C@@H](CC(=O)OCC)C=1C=C(C=C(C1F)C1CC1)C1=C(C(=C(C=C1O)C)F)C Ethyl (S)-3-((tert-butoxycarbonyl)amino)-3-(5-cyclopropyl-3',4-difluoro-6'-hydroxy-2',4'-dimethyl-[1,1'-biphenyl]-3-yl)propanoate